C(C)(C)OC(=O)N1[C@H](CN(CC1)C(=O)OC(C)(C)C)C (2S)-2-methylpiperazine-1,4-dicarboxylic acid O4-tert-butyl ester O1-isopropyl ester